3-[(Z) or (E)-but-2-enyl]tetrahydrofuran-2,5-dione C(C=CC)C1C(OC(C1)=O)=O